O=S1(CCN(CC1)C(=O)C1=C(C=C(C(=C1)C)[N+](=O)[O-])F)=O (1,1-dioxo-1,4-thiazinan-4-yl)-(2-fluoro-5-methyl-4-nitrophenyl)methanone